FC1=C(CN2CC(CCC2)C2=CC=NC=3N2N=C(C3C=CC3=CC=CC=C3)C)C=CC=C1 7-(1-(2-fluorobenzyl)piperidin-3-yl)-2-methyl-3-styrylpyrazolo[1,5-a]pyrimidine